FC=1C=C(C=C(C1)C=1C=NN(C1)C1=CC(=CC=C1)F)CN (3-fluoro-5-(1-(3-fluorophenyl)-1H-Pyrazol-4-yl)phenyl)methanamine